COC=1C=C(C=CC1OC)N1C=C(C2=CC(=CC=C12)C1CNCCC1)C(C)C (3,4-Dimethoxyphenyl)-3-isopropyl-5-(piperidin-3-yl)-1H-indol